aluminum fumaric acid C(\C=C\C(=O)O)(=O)O.[Al]